ClC1=C(C=C(C(=C1)OC1=CC=CC=C1)C)N=CN(C)CC N'-(2-Chloro-5-methyl-4-phenoxyphenyl)-N-ethyl-N-methylimido-formamid